(2R,6S)-11-bromo-N-[(1R)-1-[2-fluoro-3-(trifluoromethyl)phenyl]ethyl]-4-oxa-1,7-diazatricyclo[6.4.0.02,6]dodeca-7,9,11-triene-9-carboxamide BrC=1C=C(C2=N[C@@H]3COC[C@@H]3N2C1)C(=O)N[C@H](C)C1=C(C(=CC=C1)C(F)(F)F)F